2,4,6-triphenylbromobenzene C1(=CC=CC=C1)C1=C(C(=CC(=C1)C1=CC=CC=C1)C1=CC=CC=C1)Br